C1(=CC=CC=C1)CS(=O)(=O)OC1=C(O[C@](C1=O)([2H])C1=CC(=C(C=C1)F)Cl)N (R)-2-amino-5-(3-chloro-4-fluorophenyl)-4-oxo-4,5-dihydrofuran-3-yl-5-d phenylmethanesulfonate